BrC1=NC(=CC=C1)C1=NN=CN1C1(CC1)C 2-Bromo-6-(4-(1-methylcyclopropyl)-4H-1,2,4-triazol-3-yl)pyridine